2,2-dimethyl-1,3-dioxane-5-carbonitrile CC1(OCC(CO1)C#N)C